C12(CC1)CC1C=3C=CC=4C=CN(CCCCCCCC(N1C2)=O)C4N3 spiro[6,15,21-triazatetracyclo[13.5.2.0^{2,6}.0^{18,22}]docosa-1(21),16,18(22),19-tetraene-4,1'-cyclopropane]-7-one